3-[(3-bromo-2-fluorophenyl)methyl]-7-hydroxy-3,4-dihydro-2H-1,3-benzoxazin-2-one BrC=1C(=C(C=CC1)CN1C(OC2=C(C1)C=CC(=C2)O)=O)F